NCC1=NC=CC(=C1F)C1=CC(=CC=2C=C(OC21)COC2=C(C=CC=C2)CC(=O)O)COC2=C(C=CC=C2)CC(=O)O 2'-((((7-(2-(aminomethyl)-3-fluoropyridin-4-yl)benzofuran-2,5-diyl)bis(methylene))bis(oxy))bis(2,1-phenylene))diacetic acid